C[C@@H]1CN(C[C@@H](O1)C)C=1N=C(C2=C(N1)N=C(C=C2)C=2C=CC(=C(CO)C2)OC)N2CCOCC2 |o1:1,5| rel-5-[2-[(2R,6S)-2,6-dimethyl-4-morpholinyl]-4-(4-morpholinyl)pyrido[2,3-d]Pyrimidin-7-yl]-2-methoxybenzyl alcohol